CCC(C(C)(C)C)(C)[Ti](CC1C=CC=C1)(C)N tetramethyl-cyclopentadienyl-tertiary butyl-amino-dimethyl-titanium